5-methyl-6-(2,2,2-trifluoro-1,1-dimethyl-ethyl)pyrrolo[2,3-b]pyrazine-3-carbaldehyde CN1C(=CC=2C1=NC(=CN2)C=O)C(C(F)(F)F)(C)C